Ethyl-(3Z)-4-(3,4-difluorophenyl)-4-hydroxy-2-oxobut-3-enoat C(C)OC(C(\C=C(/O)\C1=CC(=C(C=C1)F)F)=O)=O